3-(2-methyl-4-oxo-5-(3-(4-(piperidin-1-ylmethyl)phenyl)propyl)quinazolin-3(4H)-yl)piperidine-2,6-dione CC1=NC2=CC=CC(=C2C(N1C1C(NC(CC1)=O)=O)=O)CCCC1=CC=C(C=C1)CN1CCCCC1